nitrogen (2-cyano-2-(4-fluorophenyl)ethyl)-nitrogen C(#N)C(C[N])C1=CC=C(C=C1)F.[N]